(S)-3-(3,4,5-trifluorophenyl)-4-(5-(3,5-dimethylisoxazol-4-yl)-1-((trans)-4-methoxycyclohexyl)-1H-benzo[d]imidazol-2-yl)-1,3-oxazinane-2-one FC=1C=C(C=C(C1F)F)N1C(OCC[C@H]1C1=NC2=C(N1[C@@H]1CC[C@H](CC1)OC)C=CC(=C2)C=2C(=NOC2C)C)=O